C(#N)C1=CC(=C(COC2=CC=C(C(=N2)N2CCN(CC2)[C@@H](C)C2=NC3=C(N2C[C@H]2OCC2)C=C(C=C3)C(=O)[O-])F)C=C1)F 2-((S)-1-(4-(6-((4-cyano-2-fluorobenzyl)oxy)-3-fluoropyridine-2-yl)piperazin-1-yl)ethyl)-1-(((S)-oxetan-2-yl)methyl)-1H-benzo[d]imidazole-6-carboxylate